C(C)(C)(C)OC(=O)N1CC=2C=C(C=NC2CC1)C=1SC=CN1 3-thiazol-2-yl-7,8-dihydro-5H-1,6-naphthyridine-6-carboxylic acid tert-butyl ester